(S)-2-amino-3-(pyridine-3-yl)propanoic acid N[C@H](C(=O)O)CC=1C=NC=CC1